(S)-5-chloro-2-(((2R,7aS)-2-fluorotetrahydro-1H-pyrrolizin-7a(5H)-yl)methoxy)-9-isopropyl-10-methyl-9,10-dihydro-8H-7-oxa-1,3,6,10-tetraazacyclohepta[de]naphthalene ClC1=CC=2N=C(N=C3C2C(=N1)OC[C@@H](N3C)C(C)C)OC[C@]31CCCN1C[C@@H](C3)F